ONC(C(=O)O)CC 2-HYDROXYAMINO-BUTYRIC ACID